4-(2-(3,4-dimethoxyphenyl)pyridin-4-yl)-1,2-oxaborole-2(5H)-ol COC=1C=C(C=CC1OC)C1=NC=CC(=C1)C1=CB(OC1)O